ClCC1=C(C(C=O)=CC(=C1)[N+](=O)[O-])O 3-Chloromethyl-5-nitrosalicylaldehyde